sodium {[3-(6-aminopyridin-3-yl)-2-[(benzyloxy)carbonyl]-1H-pyrrol-1-yl]sulfonyl}[(benzyloxy)carbonyl]azanide NC1=CC=C(C=N1)C1=C(N(C=C1)S(=O)(=O)[N-]C(=O)OCC1=CC=CC=C1)C(=O)OCC1=CC=CC=C1.[Na+]